[Cl-].CO[Si](OC)(OC)CCCN1C=[N+](C=C1)CCC[Si](OC)(OC)OC 1,3-di(trimethoxysilylpropyl)imidazolium chloride